3-bromo-5-(tetrahydro-2H-pyran-4-ylmethoxy)benzoic acid methyl ester COC(C1=CC(=CC(=C1)OCC1CCOCC1)Br)=O